5-methoxycarbonylmethyl-bicyclo[2.2.1]hept-2-ene COC(=O)CC1C2C=CC(C1)C2